2-chloro-1-methoxy-4-phenylbenzene ClC1=C(C=CC(=C1)C1=CC=CC=C1)OC